ClC=1C(=NC(=NC1)NC=1C=NN(C1)CC1=CC=C(C=C1)[N+](=O)[O-])C1=CC=NN1C 5-chloro-4-(1-methyl-1H-pyrazol-5-yl)-N-(1-(4-nitrobenzyl)-1H-pyrazol-4-yl)pyrimidin-2-amine